C(C)OC(=O)C=1N=C2N(C=CC=C2C2=C(C(=CC(=C2)F)F)F)C1Br 3-bromo-8-(2,3,5-trifluorophenyl)imidazo[1,2-a]pyridine-2-carboxylic acid ethyl ester